C(C(O)C)(=O)OCC(O)CO Glyceryl Lactat